CN1CC=C(C=C1)C1=C2NC(=C1)C=C1C=CC(=N1)C=C1C=CC(N1)=CC=1C=CC(N1)=C2 (1-methyl-4-pyridyl)Porphyrin